OC(C(C(=O)[O-])=O)C1=CC=CC=C1 hydroxy-phenyl-pyruvate